(4-chloro-2-methyl-6-{[(3S)-3-(morpholin-4-ylmethyl)-3,4-dihydroisoquinolin-2(1H)-yl]carbonyl}phenyl)-N-(4-hydroxyphenyl)-N-(2-methoxybenzyl)-1,2-dimethyl-1H-pyrrole-3-carboxamide ClC1=CC(=C(C(=C1)C(=O)N1CC2=CC=CC=C2C[C@H]1CN1CCOCC1)C=1C(=C(N(C1)C)C)C(=O)N(CC1=C(C=CC=C1)OC)C1=CC=C(C=C1)O)C